C=CCCCCCCCC(CCCCCCCCCC)=O (Z)-eicosen-10-one